5-bromo-2-mercaptobenzamide BrC=1C=CC(=C(C(=O)N)C1)S